3-Methoxy-5-methyl-2-piperazin-1-yl-pyrazine COC=1C(=NC=C(N1)C)N1CCNCC1